(1R,3r)-3-((R)-3-(1-(4-((R)-1-(2,4-dichlorophenyl)ethoxy)-2-methyl-2H-indazol-6-yl)azetidin-3-yl)piperidin-1-yl)-1-methylcyclobutane-1-carboxylic acid ClC1=C(C=CC(=C1)Cl)[C@@H](C)OC=1C2=CN(N=C2C=C(C1)N1CC(C1)[C@@H]1CN(CCC1)C1CC(C1)(C(=O)O)C)C